2-(3-bromo-5-(tert-butyl)phenoxy)-9-(4-(tert-butyl)pyridin-2-yl)-9H-carbazole-5,6,7,8-d4 BrC=1C=C(OC2=CC=3N(C4=C(C(=C(C(=C4C3C=C2)[2H])[2H])[2H])[2H])C2=NC=CC(=C2)C(C)(C)C)C=C(C1)C(C)(C)C